N-((R)-((1s,2R,3s,5s,7R)-1,5-dichloroadamantan-2-yl)(phenyl)methyl)-2-(prop-2-yn-1-yloxy)acetamide Cl[C@@]12[C@H]([C@@H]3C[C@@](C[C@H](C1)C3)(C2)Cl)[C@@H](NC(COCC#C)=O)C2=CC=CC=C2